C1(=CC=CC=C1)C1N(O1)S(=O)(=O)C1=CC=CC=C1 (rac)-3-phenyl-2-(phenylsulfonyl)-1,2-oxaaziridine